4-(7-((4-ethoxy-2',3',4'-trifluoro-5-methyl-[1,1'-biphenyl]-2-yl)methyl)-2,7-diazaspiro[3.5]non-2-yl)benzoic acid C(C)OC1=CC(=C(C=C1C)C1=C(C(=C(C=C1)F)F)F)CN1CCC2(CN(C2)C2=CC=C(C(=O)O)C=C2)CC1